1-methylcyclopropanecarboxamide CC1(CC1)C(=O)N